tert-butyl 5-[(2-chloro-6-cyanopyridine-3-carbonyl)amino]-4-cyclopropyl-1H-pyrazole-1-carboxylate ClC1=NC(=CC=C1C(=O)NC1=C(C=NN1C(=O)OC(C)(C)C)C1CC1)C#N